1-pyrrolidonecarboxylate N1(C(CCC1)=O)C(=O)[O-]